FC=1C(=NC=CC1C1=CC(=NN1C1=CC=C(C=C1)F)C)C#N 3-fluoro-4-(1-(4-fluorophenyl)-3-methyl-1H-pyrazol-5-yl)pyridinecarbonitrile